2,3-diisopropylphenol C(C)(C)C1=C(C=CC=C1C(C)C)O